acryloyl taurate NCCS(=O)(=O)OC(C=C)=O